(2R,3S)-2-methyl-3-(methylsulfonyl)azetidine-1-carboxylic acid tert-butyl ester C(C)(C)(C)OC(=O)N1[C@@H]([C@H](C1)S(=O)(=O)C)C